FC=1C=C(C=CC1N1CC2CCC(C1)N2CCOC)C2=CC1=C(C(=N2)C)C=C(N1C)C1=CC=C(C=C1)S(=O)(=O)C 6-(3-fluoro-4-(8-(2-methoxyethyl)-3,8-diazabicyclo[3.2.1]octan-3-yl)phenyl)-1,4-dimethyl-2-(4-(methylsulfonyl)phenyl)-1H-pyrrolo[3,2-c]pyridine